4-(4-bromophenyl)-1-methylpiperidine BrC1=CC=C(C=C1)C1CCN(CC1)C